4-Pentenal C(CCC=C)=O